N-Bocpiperidin-4-one C(=O)(OC(C)(C)C)N1CCC(CC1)=O